CC1CN(CC1=C)S(=O)(=O)C1=CC=C(C)C=C1 3-methyl-4-methylene-1-tosylpyrrolidine